C(=C)[C@H]1CN(CC1)C(=O)OC(C)(C)C tert-butyl (3S)-3-vinylpyrrolidine-1-carboxylate